4-(4-aminothiazol-2-yl)-N-methyl-benzamide NC=1N=C(SC1)C1=CC=C(C(=O)NC)C=C1